N1-(4-propylphenyl)cyclohexane-1,4-diamine C(CC)C1=CC=C(C=C1)NC1CCC(CC1)N